2-fluoro-6-((2-phenylhydrazono)methyl)-4-((4-(pyrrolidin-1-yl)phenyl)ethynyl)phenol FC1=C(C(=CC(=C1)C#CC1=CC=C(C=C1)N1CCCC1)C=NNC1=CC=CC=C1)O